(S)-3-((S)-2-(hydroxymethyl)morpholino)pyrrolidin OC[C@H]1OCCN(C1)[C@@H]1CNCC1